ClC=1C=C(C=CC1)C1=CC(=CC(=C1)C=1C=NN(C1)C)C(C)NS(=O)C(C)(C)C N-(1-(3'-chloro-5-(1-methyl-1H-pyrazol-4-yl)-[1,1'-biphenyl]-3-yl)ethyl)-2-methylpropane-2-sulfinamide